6-Fluoro-2-methoxy-3-(1-methoxypropyl)benzaldehyde FC1=CC=C(C(=C1C=O)OC)C(CC)OC